ferrocenyl-biphenyl [C-]1(C=CC=C1)C1=C(C=CC=C1)C1=CC=CC=C1.[CH-]1C=CC=C1.[Fe+2]